C1(CC1)C=1C=C(C=2N(C1)C=C(N2)C=O)N2C(N(C(C2)=O)C(C2=CC=CC=C2)(C2=CC=CC=C2)C2=CC=CC=C2)=O 6-cyclopropyl-8-(2,4-dioxo-3-tritylimidazolidin-1-yl)imidazo[1,2-a]pyridine-2-carbaldehyde